(2R,3R,4R,5S)-2-(hydroxymethyl)-1-(((1r,4R)-4-methoxycyclohexyl)methyl)piperidine-3,4,5-triol OC[C@H]1N(C[C@@H]([C@H]([C@@H]1O)O)O)CC1CCC(CC1)OC